FC(C(=O)N(C=1C=CC2=CN(N=C2C1)C=1C=C2C(=CN1)N(N=C2)CC(C(F)(F)F)(F)F)C)(F)F 2,2,2-trifluoro-N-methyl-N-[2-[1-(2,2,3,3,3-pentafluoropropyl)pyrazolo[3,4-c]pyridin-5-yl]indazol-6-yl]acetamide